COC1=C(C=CC=C1)/C=C/CNC1CCN(CC1)C=1C2=C(N=CN1)C(=CS2)SC N-[(2E)-3-(2-methoxyphenyl)-2-propenyl]-1-(7-methylthiothieno[3,2-d]pyrimidin-4-yl)-4-piperidinylamine